CCCCCC(C)C(=O)[O-] heptane-6-carboxylate